CC(CNS(=O)(=O)C=1C=2C=CN=CC2C=C2C1CCCC2)C N-(2-methylpropyl)-6,7,8,9-tetrahydrobenzo[g]isoquinoline-5-sulfonamide